[3-(2-methoxyethylcarbamoyl)phenyl]boronic acid COCCNC(=O)C=1C=C(C=CC1)B(O)O